tert-Butyl (5-((2-(2,6-dioxopiperidin-3-yl)-1,3-dioxoisoindolin-5-yl)oxy)pentyl)carbamate O=C1NC(CCC1N1C(C2=CC=C(C=C2C1=O)OCCCCCNC(OC(C)(C)C)=O)=O)=O